2-[[(1S)-1-(fluoromethyl)-3-methyl-butyl]amino]-1,4-dihydroimidazol-5-one FC[C@H](CC(C)C)NC=1NC(CN1)=O